(R)-3',7'-Dimethyl-6',7'-dihydrospiro[piperidine-4,4'-pyrazolo[5,1-c][1,4]oxazine] CC=1C=NN2C1C1(OC[C@H]2C)CCNCC1